FC1=C(C(=CC(=C1F)[N+](=O)[O-])F)N1[C@@H]2CO[C@H](C1)C2 (1S,4S)-5-(2,3,6-Trifluoro-4-nitro-phenyl)-2-oxa-5-azabicyclo[2.2.1]heptane